8-(6-(1-methyl-1H-pyrazol-4-yl)pyrazolo[1,5-a]pyrazin-4-yl)-1,3,4,5-tetrahydro-2H-benzo[c]azepine-2-carboxylic acid tert-butyl ester C(C)(C)(C)OC(=O)N1CC2=C(CCC1)C=CC(=C2)C=2C=1N(C=C(N2)C=2C=NN(C2)C)N=CC1